1-isopropylamino-3-(naphthalen-1-yloxy)propan-2-ol C(C)(C)NCC(COC1=CC=CC2=CC=CC=C12)O